C1(=CC=CC=C1)C1=NC(=CC(=N1)C1=CC(=CC=C1)B1OC(C(O1)(C)C)(C)C)C1=CC(=CC=C1)C1=NC(=C(N=C1C1=CC=CC=C1)C1=CC=CC=C1)C1=CC=CC=C1 2-phenyl-4-(3-(4,4,5,5-tetramethyl-1,3,2-dioxaborolan-2-yl)phenyl)-6-(3-(3,5,6-triphenylpyrazin-2-yl)phenyl)pyrimidine